2-(3,4-dichlorophenyl)-6-(3,4-difluorophenoxy)-1-ethyl-4-oxo-pyridine-3-carboxylic acid ClC=1C=C(C=CC1Cl)C=1N(C(=CC(C1C(=O)O)=O)OC1=CC(=C(C=C1)F)F)CC